(Z)-4-((3-(2-((furan-2-ylmethyl)amino)-2-oxoethyl)-5-methoxy-2-methyl-1H-inden-1-ylidene)methyl)-2,6-dimethoxyphenyl (2-(dimethylamino)ethyl)carbamate CN(CCNC(OC1=C(C=C(C=C1OC)\C=C/1\C(=C(C2=CC(=CC=C12)OC)CC(=O)NCC=1OC=CC1)C)OC)=O)C